OC1CCN(S(C12CC2)(=O)=O)C(=O)OC(C)(C)C tert-butyl 8-hydroxy-4-thia-5-azaspiro[2.5]octane-5-carboxylate 4,4-dioxide